4-(2,4-difluorophenyl)-2-[(3R)-3-methylmorpholin-4-yl]-8-[1-(tetrahydro-2H-pyran-2-yl)-1H-pyrazol-5-yl]-1,7-naphthyridine FC1=C(C=CC(=C1)F)C1=CC(=NC2=C(N=CC=C12)C1=CC=NN1C1OCCCC1)N1[C@@H](COCC1)C